3-(6-(1-(4-methoxybenzyl)-1H-pyrazol-3-yl)-4-methylpyridin-3-yl)-1,6-naphthyridin-7-amine COC1=CC=C(CN2N=C(C=C2)C2=CC(=C(C=N2)C=2C=NC3=CC(=NC=C3C2)N)C)C=C1